(Z)-3-(3-(3,5-bis(trifluoromethyl)phenyl)-1H-1,2,4-triazol-1-yl)-N-(6-oxo-4-oxa-7-azaspiro[2.5]octan-7-yl)acrylamide FC(C=1C=C(C=C(C1)C(F)(F)F)C1=NN(C=N1)\C=C/C(=O)NN1C(COC2(CC2)C1)=O)(F)F